O[C@H]1[C@@H](CCCC1)NC1=NN=C(C2=C1CN(C2)C(=O)OC(C)(C)C)C2=C(C=C(C=C2)C(F)(F)F)O tert-butyl 1-{[(1R,2R)-2-hydroxycyclohexyl] amino}-4-[2-hydroxy-4-(trifluoromethyl) phenyl]-5,7-dihydro-6H-pyrrolo[3,4-d]pyridazine-6-carboxylate